C(C=C)(=O)NCCC[N+](C)(C)C 3-acrylamidopropyl-(trimethyl)ammonium